3,4-dihydroxyphenyl-pyruvic acid OC=1C=C(C=CC1O)CC(C(=O)O)=O